CC1=CSC=2N=C(N=C(C21)NC2CCC(CC2)O)NC2=CC=C(C=C2)N2CCN(CC2)C (1r,4r)-4-((5-methyl-2-((4-(4-methylpiperazin-1-yl)phenyl)amino)thieno[2,3-d]pyrimidin-4-yl)amino)cyclohexan-1-ol